tributyl-boron C(CCC)B(CCCC)CCCC